4-chloro-3-{3-[(4,4-difluorocyclohexyl)methoxy]phenyl}-1-{[2-(trimethylsilyl)ethoxy]methyl}-1H-pyrazolo[4,3-c]pyridine ClC1=NC=CC2=C1C(=NN2COCC[Si](C)(C)C)C2=CC(=CC=C2)OCC2CCC(CC2)(F)F